2-chloro-8-({3-methoxy-4-[5-methoxy-3-(trifluoromethyl)pyrazol-1-yl]phenyl}methyl)pteridin-7-one ClC1=NC=2N(C(C=NC2C=N1)=O)CC1=CC(=C(C=C1)N1N=C(C=C1OC)C(F)(F)F)OC